2-methoxy-benzeneFormamide COC1=C(C=CC=C1)C(=O)N